Trans-2-Hexenyl 2-Methylbutyrate CC(C(=O)OC\C=C\CCC)CC